3-(4-((2-fluorobenzyloxy)benzyl)isoxazol-5-yl)pyridin-2-amine FC1=C(COC(C2=CC=CC=C2)C=2C=NOC2C=2C(=NC=CC2)N)C=CC=C1